COC(=O)[C@H]1N[C@H]([C@]([C@@H]1C1=CC=CC=C1)([N+](=O)[O-])C)C1=CC=CC=C1 (2S,3R,4S,5S)-4-methyl-4-nitro-3,5-diphenylpyrrolidine-2-carboxylic acid methyl ester